(1s,4s)-4-((2-((2-(1-(Cyclopropylmethyl)-1H-pyrazol-4-yl)pyrimidin-4-yl)amino)-5-(1-(difluoromethyl)-1H-pyrazol-3-yl)pyridin-4-yl)amino)-1-methylcyclohexan-1-ol C1(CC1)CN1N=CC(=C1)C1=NC=CC(=N1)NC1=NC=C(C(=C1)NC1CCC(CC1)(O)C)C1=NN(C=C1)C(F)F